CC1=C(C=NC=C1)NC([O-])=O 4-methylpyridin-3-yl-carbamate